CC=1C(CCN(C1)C1=NC=C(C=N1)C(F)(F)F)C(=O)O 5-methyl-1-(5-(trifluoromethyl)pyrimidin-2-yl)-1,2,3,4-tetrahydropyridine-4-carboxylic acid